dodecylbenzenesulphonic acid sodium salt [Na+].C(CCCCCCCCCCC)C1=C(C=CC=C1)S(=O)(=O)[O-]